3,6-dibromopyridine-2-carbaldehyde BrC=1C(=NC(=CC1)Br)C=O